OC=1C=C2CCN(C(C2=CC1)=O)CCOC 6-hydroxy-2-(2-methoxyethyl)-3,4-dihydro-isoquinolin-1(2H)-one